C(C=C)(=O)NC1=C(C=C(C=C1)C1=NN2N=CN=C(C2=C1C1=CC=C(C(=O)NCC(C)C)C=C1)N)F 4-(6-(4-acrylamido-3-fluorophenyl)-4-aminopyrazolo[5,1-f][1,2,4]triazin-5-yl)-N-isobutylbenzamide